tert-butyl 7-{2-[(4-aminophenyl) amino]-5H,6H,7H,8H-pyrido[3,4-d]pyrimidin-7-yl}-8-methyl-1H,2H,3H-pyrido[2,3-b][1,4]oxazine-1-carboxylate NC1=CC=C(C=C1)NC=1N=CC2=C(N1)CN(CC2)C2=C(C1=C(OCCN1C(=O)OC(C)(C)C)N=C2)C